FC(COC(C)=O)F acetic acid (2,2-difluoroethyl) ester